2-(dicyclohexylphosphino)-2',4',6'-tris(isopropyl)biphenyl C1(CCCCC1)P(C1=C(C=CC=C1)C1=C(C=C(C=C1C(C)C)C(C)C)C(C)C)C1CCCCC1